C(C)N(C(OC(C)(C)C)=O)CC(=O)N(C)OC tert-Butyl ethyl(2-(methoxy(methyl)amino)-2-oxoethyl)carbamate